F[C@@H]1CN(CC[C@@H]1NC1=NC=C(C(=N1)C1=CC2=C(C(NC2=O)(C)C)S1)C(F)(F)F)S(=O)(=O)C 2-(2-(((3R,4S)-3-fluoro-1-(methylsulfonyl)piperidin-4-yl)amino)-5-(trifluoromethyl)pyrimidin-4-yl)-6,6-dimethyl-5,6-dihydro-4H-thieno[2,3-c]pyrrol-4-one